methyl 4-cyclopropyl-3-(N-(5-(methylsulfonyl)-2-(piperidin-2-yl)phenyl)sulfamoyl)benzoate C1(CC1)C1=C(C=C(C(=O)OC)C=C1)S(NC1=C(C=CC(=C1)S(=O)(=O)C)C1NCCCC1)(=O)=O